5-[(3aR,7aR)-octahydro-1H-pyrrolo[2,3-c]pyridine-6-carbonyl]-2-[7-(cyclopropylmethyl)-7H-pyrrolo[2,3-d]pyrimidin-6-yl]-7-methoxy-1-methyl-1H-1,3-benzodiazole N1CC[C@H]2[C@@H]1CN(CC2)C(=O)C2=CC1=C(N(C(=N1)C1=CC3=C(N=CN=C3)N1CC1CC1)C)C(=C2)OC